BrC1=C2CC(CN(C2=CC=N1)C1=CC=C(C=C1)C(F)(F)F)NC(OC(C)(C)C)=O tert-butyl (5-bromo-1-(4-(trifluoromethyl)phenyl)-1,2,3,4-tetrahydro-1,6-naphthyridin-3-yl)carbamate